2,5-dichloro-4-fluorobenzaldehyde ClC1=C(C=O)C=C(C(=C1)F)Cl